1,3-diphenyl-1H-pyrrole-2,5-dione C1(=CC=CC=C1)N1C(C(=CC1=O)C1=CC=CC=C1)=O